N-(2-(4-((1S,4S)-2-oxa-5-azabicyclo[2.2.1]heptane-5-yl)piperidine-1-yl)-4-methoxy-5-((6-((R)-3-(3-methoxyphenyl)isoxazolidine-2-yl)pyrimidine-4-yl)amino)phenyl)acrylamide [C@@H]12OC[C@@H](N(C1)C1CCN(CC1)C1=C(C=C(C(=C1)OC)NC1=NC=NC(=C1)N1OCC[C@@H]1C1=CC(=CC=C1)OC)NC(C=C)=O)C2